2-(3-(4-(2,6-diisopropylphenyl)-1H-pyrazol-1-yl)phenyl)-1,2-dihydro-1,2-azaborinine C(C)(C)C1=C(C(=CC=C1)C(C)C)C=1C=NN(C1)C=1C=C(C=CC1)B1NC=CC=C1